Nickel-Iron-Copper [Cu].[Fe].[Ni]